C(C)(=O)O.C(C)(=O)O.OC1C(C(C(OC1)C(=O)OC)=O)=O 5-hydroxy-2-(methoxycarbonyl)tetrahydro-2H-pyran-3,4-dione diacetate